NC1=NC(=CC(=N1)N1CCC2(C[C@H](NC2)C(=O)OCC)CC1)O[C@@H](C(F)(F)F)C1=CC=C(C=C1)C1=CC=C(C=C1)OCCC (S)-ethyl 8-(2-amino-6-((R)-2,2,2-trifluoro-1-(4'-propoxy-[1,1'-biphenyl]-4-yl)ethoxy)pyrimidin-4-yl)-2,8-diazaspiro[4.5]decane-3-carboxylate